C(=O)OC(CNC1(CC1)C([2H])([2H])O[2H])(C)C (1-((hydroxy-d)methyl-d2)cyclopropyl)aminotert-butyl formate